rac-(5S)-N-[rac-(3S)-5-methyl-4-oxo-2,3-dihydro-1,5-benzoxazepin-3-yl]-5-tetrahydropyran-4-yl-5,6,7,8-tetrahydro-[1,2,4]triazolo[1,5-a]pyridine-2-carboxamide CN1C([C@H](COC2=C1C=CC=C2)NC(=O)C2=NN1C(CCC[C@H]1C1CCOCC1)=N2)=O |r|